C(C)SC1=NC2=C(C=CC=C2C(=C1C#N)NC1=CC=C(C=C1)C)Cl 2-ethylsulfanyl-3-cyano-4-(4-methylphenyl)amino-8-chloroquinoline